COC=1C=C2C(=NC(NC2=CC1OC)=O)N1CC(C1)CCNS(=O)(=O)N (2-(1-(6,7-dimethoxy-2-oxo-1,2-dihydro-quinazolin-4-yl)azetidin-3-yl)ethyl)sulfamide